5-Bromopyridin-3-yl 3-deoxy-3-[4-(3,4-difluorophenyl)-1H-1,2,3-triazol-1-yl]-1-thio-α-D-galactopyranoside FC=1C=C(C=CC1F)C=1N=NN(C1)[C@@H]1[C@H]([C@@H](SC=2C=NC=C(C2)Br)O[C@@H]([C@@H]1O)CO)O